3-cyclopropyl-5-fluoro-N-[(2Z)-imidazolidin-2-ylidene]-4-({3-[(propan-2-yl)carbamoyl]phenyl}amino)benzamide C1(CC1)C=1C=C(C(=O)N=C2NCCN2)C=C(C1NC1=CC(=CC=C1)C(NC(C)C)=O)F